carbonic acid, disodium salt [Na+].[Na+].C([O-])([O-])=O